2-((phenyl)(p-fluorophenyl)methyl)benzofuran C1(=CC=CC=C1)C(C=1OC2=C(C1)C=CC=C2)C2=CC=C(C=C2)F